N4-benzyl-2-chloro-N1-(4-chloro-3-(pyridin-2-yl)phenyl)-N4-methylterephthalamide C(C1=CC=CC=C1)N(C(C1=CC(=C(C(=O)NC2=CC(=C(C=C2)Cl)C2=NC=CC=C2)C=C1)Cl)=O)C